BrC=1C=C(SC1CCOCC)C(=O)OC methyl 4-bromo-5-(2-ethoxyethyl)thiophene-2-carboxylate